4,6,7,8-tetrahydropyrazolo[1,5-a][1,4]diazepine-2-Carboxamide N1=C(C=C2N1CCCNC2)C(=O)N